C[C@@H]1N(CCC1)CC1=CC=2C=NC(=CC2N1COCC[Si](C)(C)C)N 2-[[(2S)-2-Methylpyrrolidin-1-yl]methyl]-1-(2-trimethylsilylethoxymethyl)pyrrolo[3,2-c]-pyridin-6-amine